1-[2-(6,7,8-trimethoxy-3-methylisochroman-5-yl)-4,5-dimethoxyphenyl]propan-2-ol COC=1C(=C2CC(OCC2=C(C1OC)OC)C)C1=C(C=C(C(=C1)OC)OC)CC(C)O